2-(dimethoxymethyl)acrylonitrile COC(C(C#N)=C)OC